[Ca].[Na] monosodium monocalcium salt